N-Methyl-4-(((2-(perfluoroethyl)imidazo[1,2-a]pyridin-5-yl)amino)methyl)-4-phenylpiperidine-1-carboxamide CNC(=O)N1CCC(CC1)(C1=CC=CC=C1)CNC1=CC=CC=2N1C=C(N2)C(C(F)(F)F)(F)F